(R)-N-((5-fluoro-2-hydroxyphenyl)(1H-indol-2-yl)methyl)-3-methyl-5-(5-(4-(methylamino)piperidine-1-yl)pyrimidin-2-yl)benzamide FC=1C=CC(=C(C1)[C@@H](NC(C1=CC(=CC(=C1)C1=NC=C(C=N1)N1CCC(CC1)NC)C)=O)C=1NC2=CC=CC=C2C1)O